ClC1=CC=C(CN2C3(CN(C3)C=3OC(=NN3)C)C(N(CC2=O)C(C)C)=O)C=C1 5-(4-chlorobenzyl)-8-isopropyl-2-(5-methyl-1,3,4-oxadiazol-2-yl)-2,5,8-triazaspiro[3.5]-nonane-6,9-dione